C1(CC1)C1=C(C(=CC=C1)F)S(=O)(=O)N 2-cyclopropyl-6-fluorobenzenesulfonamide